CC=1C=C(SC1)C(=O)N/N=C(\C)/C1=CC2=CC=CC=C2C=C1 (E)-4-methyl-N'-(1-(naphthalen-2-yl)ethylidene)thiophene-2-carbohydrazide